(R)-1-(1-(2,2,2-Trifluoroethyl)-1H-pyrazolo[3,4-c]pyridin-5-yl)ethan-1-amine hydrochloride Cl.FC(CN1N=CC=2C1=CN=C(C2)[C@@H](C)N)(F)F